F[C@@H]1CN(CC[C@@H]1NC1=NC=C(C(=N1)C1=CN=C(S1)CC(C)(O)C)C(F)(F)F)S(=O)(=O)C=1C=NN(C1)C 1-(5-(2-(((3R,4S)-3-fluoro-1-((1-methyl-1H-pyrazol-4-yl)sulfonyl)piperidin-4-yl)amino)-5-(trifluoromethyl)pyrimidin-4-yl)thiazol-2-yl)-2-methylpropan-2-ol